2-(3-Chloro-5-fluorophenyl)acetic acid ClC=1C=C(C=C(C1)F)CC(=O)O